heptyl-4-isobutylamino-7-methoxychroman C(CCCCCC)C1OC2=CC(=CC=C2C(C1)NCC(C)C)OC